4-((4-fluorophenyl)(hydroxy)methyl)tetrahydro-2H-thiopyran 1,1-dioxide FC1=CC=C(C=C1)C(C1CCS(CC1)(=O)=O)O